4-(3-Methyl-1-(2,2,2-trifluoroethyl)-1H-pyrazol-4-yl)-6-(3-(methylamino)azetidin-1-yl)pyrimidin-2-amine CC1=NN(C=C1C1=NC(=NC(=C1)N1CC(C1)NC)N)CC(F)(F)F